BrC1=CC=C(C=C1)[C@]12[C@]3(C4=NC=C(C=C4O1)Cl)[C@H]([C@@H]([C@H]2C2=CC=CC=C2)C(=O)OC)O3 |r| Rac-methyl (1aS,2R,3S,3aR,8bS)-3a-(4-bromophenyl)-6-chloro-3-phenyl-1a,2,3,3a-tetrahydro-oxireno[2'',3'':1',5']cyclopenta[1',2':4,5]furo[3,2-b]pyridine-2-carboxylate